COC=1C=C(C=CC1NCC#CC=1N(C2=CC=CC(=C2C1)NC1CCC(CC1)N1CC(CCC1)OC)CC(F)(F)F)S(=O)(=O)N 3-methoxy-4-{[3-(4-{[(1R,4R)-4-(3-methoxypiperidin-1-yl)cyclohexyl]amino}-1-(2,2,2-trifluoroethyl)-1H-indol-2-yl)prop-2-yn-1-yl]amino}benzene-1-sulfonamide